N-[(6-amino-2-pyridyl)sulfonyl]-2-(9-azaspiro[4.4]nonan-9-yl)-6-(3-fluoro-5-isobutoxy-phenyl)pyridine-3-carboxamide NC1=CC=CC(=N1)S(=O)(=O)NC(=O)C=1C(=NC(=CC1)C1=CC(=CC(=C1)OCC(C)C)F)N1CCCC12CCCC2